O=C1NC(CCC1N1CC=2C=C(C=C(C2C1=O)C#N)OC)=O 2-(2,6-dioxopiperidin-3-yl)-6-methoxy-3-oxoisoindoline-4-carbonitrile